8-(benzyloxy)-7-(1-(1-ethoxyethyl)-1H-pyrazol-4-yl)-N-(1-(methylsulfonyl)piperidin-4-yl)-[1,2,4]triazolo[1,5-a]pyridin-2-amine C(C1=CC=CC=C1)OC=1C=2N(C=CC1C=1C=NN(C1)C(C)OCC)N=C(N2)NC2CCN(CC2)S(=O)(=O)C